tert-butyl N-((3aR,5s,6aS)-2-(5-(3-cyano-6-ethoxypyrazolo[1,5-a]pyridin-4-yl) pyrazin-2-yl) octahydrocyclopenta[c]pyrrol-5-yl)-N-[(tert-butoxy) carbonyl]-carbamate C(#N)C=1C=NN2C1C(=CC(=C2)OCC)C=2N=CC(=NC2)N2C[C@@H]1[C@H](C2)CC(C1)N(C(OC(C)(C)C)=O)C(=O)OC(C)(C)C